C(C)(C)(C)C1=CC2=C(OP(OC3=C2C=C(C=C3C(C)(C)C)C(C)(C)C)OC3=C(C=C(C=C3C(C)(C)C)C(C)(C)C)C3=C(C(=CC(=C3)C(C)(C)C)C(C)(C)C)OP3O[C@@H]([C@@H](O3)C3=CC=CC=C3)C3=CC=CC=C3)C(=C1)C(C)(C)C 2,4,8,10-Tetra-tert-butyl-6-((3,3',5,5'-tetra-tert-butyl-2'-(((4S,5R)-4,5-diphenyl-1,3,2-dioxaphospholan-2-yl)oxy)-[1,1'-biphenyl]-2-yl)oxy)dibenzo[d,f][1,3,2]dioxaphosphepine